N1=C(C=CC=C1)N1C=NC2=C1C=CC(=C2)C(=O)OC methyl 1-(pyridin-2-yl)-1H-benzo[d]imidazole-5-carboxylate